(difluoromethoxy)-2-(4-((5,5-dimethyltetrahydrofuran-3-yl)amino)pyrido[3,4-d]pyridazin-1-yl)phenol FC(OC=1C(=C(C=CC1)O)C1=C2C(=C(N=N1)NC1COC(C1)(C)C)C=NC=C2)F